tetraethylene glycol dimethacrylate C(C(=C)C)(=O)OCCOCCOCCOCCOC(C(=C)C)=O